isopropyl (S)-2-((S)-2-cyclohexyl-2-methoxyacetamido)-6-diazo-5-oxohexanoate C1(CCCCC1)[C@@H](C(=O)N[C@H](C(=O)OC(C)C)CCC(C=[N+]=[N-])=O)OC